C(#N)C=1C(=NC2=CC(=C(C=C2C1NC1CCOCC1)NC(\C=C\CN1CCN(CC1)C)=O)OCC)CC (E)-N-(3-cyano-7-ethoxy-2-ethyl-4-((tetrahydro-2H-pyran-4-yl)amino)quinolin-6-yl)-4-(4-methylpiperazin-1-yl)but-2-enamide